N[C@H](CO)CC1=CC=C(C=C1)[N+](=O)[O-] (S)-2-amino-3-(4-nitrophenyl)propan-1-ol